N-(4-fluorobenzyl)-4,4',5-trihydroxy-[1,1'-biphenyl]-2-sulfonamide FC1=CC=C(CNS(=O)(=O)C=2C(=CC(=C(C2)O)O)C2=CC=C(C=C2)O)C=C1